C\C(=C/CO)\CCC=C(C([2H])([2H])[2H])C([2H])([2H])[2H] (E)-3-methyl-7-(methyl-d3)octane-2,6-Dien-8,8,8-d3-1-ol